2-(6-(dibromomethyl)-5-fluoropyridin-3-yl)-5-(difluoromethyl)-1,3,4-oxadiazole BrC(C1=C(C=C(C=N1)C=1OC(=NN1)C(F)F)F)Br